N-[6-({3-carbamoyl-5H,7H,8H-pyrano[4,3-b]pyridin-2-yl}oxy)spiro[3.3]heptan-2-yl]-6-(2-hydroxy-2-methylpropoxy)pyrazolo[1,5-a]pyridine-3-carboxamide C(N)(=O)C=1C=C2C(=NC1OC1CC3(CC(C3)NC(=O)C=3C=NN4C3C=CC(=C4)OCC(C)(C)O)C1)CCOC2